ClC=1C=C(C=CC1Cl)N1CC2=CN(C(C=C2CC1)=O)C N-(3,4-Dichlorophenyl)-7-methyl-6-oxo-3,4,6,7-tetrahydro-2,7-naphthyridine